[2-chloro-4-[[3-[3-(trifluoromethyl)-1H-pyrazol-4-yl]imidazo[1,2-a]pyrazin-8-yl]amino]phenyl]-(2,6-diazaspiro[3.3]heptan-2-yl)methanone ClC1=C(C=CC(=C1)NC=1C=2N(C=CN1)C(=CN2)C=2C(=NNC2)C(F)(F)F)C(=O)N2CC1(C2)CNC1